3-{4-[(2-amino-4-pyrimidinyl)oxy]-3-ethylphenyl}-4-hydroxy-1-[5-(trifluoromethyl)-3-pyridinyl]-2-imidazolidinone NC1=NC=CC(=N1)OC1=C(C=C(C=C1)N1C(N(CC1O)C=1C=NC=C(C1)C(F)(F)F)=O)CC